2-(methylthio)-3-nitro-1,5-naphthyridin-4-ol CSC1=NC2=CC=CN=C2C(=C1[N+](=O)[O-])O